C(O)C(CO)(CCC)CO 2,2-dimethylol-pentane-1-ol